(4S,6S,7S)-7-Hydroxy-4,6-dimethylnonan-3-on O[C@H]([C@H](C[C@@H](C(CC)=O)C)C)CC